ClC=1C(=C(C(=C(C1)C(C(=O)NCC1=NC=CN=C1Cl)C)OC(C)C)C=1C=NC(=CC1)C(F)(F)F)F 2-(5-chloro-4-fluoro-2-isopropoxy-3-(6-(trifluoromethyl)pyridin-3-yl)phenyl)-N-((3-chloropyrazin-2-yl)methyl)propionamide